C(#N)C(=C=[N-])C#N.[K+] potassium (dicyanoethenylidene)azanide